5-methyl-3,6-dihydrooxathiine 2,2-dioxide CC1=CCS(=O)(=O)OC1